1-((1H-1,2,3-triazol-4-yl)methyl)-N-(6-chloro-4-methoxypyridin-3-yl)-3-(2-isopropylphenyl)azetidine-3-carboxamide S-(1-isobutoxyethyl)-S-ethyltrithiocarbonate C(C(C)C)OC(C)S(C(S)=S)CC.N1N=NC(=C1)CN1CC(C1)(C(=O)NC=1C=NC(=CC1OC)Cl)C1=C(C=CC=C1)C(C)C